C(C)(C)(C)OC(=O)NCCCC[C@H](NC(C=CC1=CC=CC=C1)=O)C(=O)O N6-(tert-butoxycarbonyl)-N2-cinnamoyllysine